1-(5-Methylspiro[2.5]oct-4,6-dien-4-yl)ethan-1-one CC1=C(C2(CC2)CC=C1)C(C)=O